[2-chloro-5-[[4-[[2-(6-methyl-2-pyridyl)pyrimidin-4-yl]amino]pyrimidin-2-yl]amino]phenyl]methanol ClC1=C(C=C(C=C1)NC1=NC=CC(=N1)NC1=NC(=NC=C1)C1=NC(=CC=C1)C)CO